C(C(C)C)OC(=O)C1CC1 cyclopropane-1-carboxylic acid isobutyl ester